[SH3+].C1(=CC=CC=C1)[S+](C1=CC=CC=C1)C1=CC=CC=C1 triphenylsulfonium sulfonium